3-bromo-3H-isobenzofuran BrC1OCC2=CC=CC=C12